FC(OC1=CC=C(C=C1)C=1C(C(=CN2C1N=C(C=C2)NCC(F)(F)F)C2=CC1=C3N(N=C1C=C2)CC2(N(C3=O)C)CC2)=O)F 9'-{9-[4-(difluoromethoxy)phenyl]-8-oxo-2-[(2,2,2-trifluoroethyl)amino]pyrido[1,2-a]pyrimidin-7-yl}-2'-methyl-4'H-spiro[cyclopropane-1,3'-pyrazino[1,2-b]indazol]-1'-one